Isodecyl Glutarate (2,6-dimethyloctan-2-yl glutarate) CC(C)(CCCC(CC)C)C(C(=O)O)CCC(=O)O.C(CCCC(=O)O)(=O)OCCCCCCCC(C)C